C(CCCCCCCCCCCCCCCCC)OC(CCCCCC)=O StearylHeptanoate